ClC1=CC=C(C(=O)C2=C(C(=C3C(=CC(=CN23)C)C)C(=O)OC)C(=O)OC)C=C1 Dimethyl 3-(4-chlorobenzoyl)-6,8-dimethylindolizine-1,2-dicarboxylate